N-(3-(5-chloro-2-ethoxyphenyl)-1H-pyrazol-4-yl)pyrazolo[1,5-a]pyrimidine-3-carboxamide ClC=1C=CC(=C(C1)C1=NNC=C1NC(=O)C=1C=NN2C1N=CC=C2)OCC